palmitic acid (2-ethylhexyl) ester C(C)C(COC(CCCCCCCCCCCCCCC)=O)CCCC